((S)-7-(4-fluorobenzyl)-6-(hydroxymethyl)-2-methyl-2,3-dihydro-1H-pyrido[2,3-b][1,4]oxazin-1-yl)ethan-1-one FC1=CC=C(CC2=CC3=C(OC[C@@H](N3C(C)=O)C)N=C2CO)C=C1